ClC1=C(COC2(CC2)C=2C=[N+](C=CC2C2=C(C=CC=C2)OC2CC2)[O-])C=C(C=C1)S(NCCCCNC([C@H]([C@H]([C@@H]([C@H](CO)O)O)O)O)=O)(=O)=O 3-(1-((2-chloro-5-(N-(4-((2S,3S,4R,5S)-2,3,4,5,6-pentahydroxyhexanamido)butyl)sulfamoyl)benzyl)oxy)cyclopropyl)-4-(2-cyclopropoxyphenyl)pyridine 1-oxide